Trans-4-Nonenal C(CC\C=C\CCCC)=O